P(=O)(OC)(OC[C@H](CCCCCCCCCCCCCCCC)OCC1=CC(=CC(=C1)F)C#N)O methyl ((S)-2-((3-cyano-5-fluorobenzyl) oxy) octadecyl) hydrogen phosphate